ClC1=NC(=C2N=CN(C2=N1)[C@@H]1O[C@@H]([C@H]2OC(O[C@H]21)(C)C)CO)N2CC(C2)(C2=CC=C(C=C2)C)C2=CC=CC=C2 [(3aR,4R,6R,6aR)-4-[2-chloro-6-[3-phenyl-3-(p-tolyl)azetidin-1-yl]purin-9-yl]-2,2-dimethyl-3a,4,6,6a-tetrahydrofuro[3,4-d][1,3]dioxol-6-yl]methanol